FC=1C=CC(=C(C(=O)N(C(C)C)C(C)C)C1)OC=1C(=NC=NC1)N1CC2(C1)CCN(CC2)C[C@@H]2OC[C@H](CC2)NS(=O)(=O)C 5-fluoro-N,N-diisopropyl-2-((4-(7-(((2R,5S)-5-(methylsulfonamido)tetrahydro-2H-pyran-2-yl)methyl)-2,7-diazaspiro[3.5]nonan-2-yl)pyrimidin-5-yl)oxy)benzamide